tert-butyl 6-(3-bromo-5-(methoxycarbonyl)pyridin-4-yl)-1,6-diazaspiro[3.4]octane-1-carboxylate BrC=1C=NC=C(C1N1CC2(CCN2C(=O)OC(C)(C)C)CC1)C(=O)OC